2-chloro-N-(7-(4-((4-chlorophenyl)amino)tetrahydro-2H-pyran-4-carbonyl)-7-azaspiro[3.5]nonan-2-yl)acetamide ClCC(=O)NC1CC2(C1)CCN(CC2)C(=O)C2(CCOCC2)NC2=CC=C(C=C2)Cl